C(CCCCCCC)C1(NSC=C1)CCCCCCCC di-n-octyl-4-isothiazolin